CC1=CC=C(CNC(=N)N)C=C1 1-(4-methylbenzyl)guanidine